5-(8-AMINOIMIDAZO[1,2-A]PYRIDIN-5-YL)-7-(3-(BENZYLOXY)CYCLOBUTYL)-7H-PYRROLO[2,3-D]PYRIMIDIN-4-AMINE NC=1C=2N(C(=CC1)C1=CN(C=3N=CN=C(C31)N)C3CC(C3)OCC3=CC=CC=C3)C=CN2